ClC1=C2C(=NC(=C1)C(=O)O)C(=CN2COCC[Si](C)(C)C)C 7-chloro-3-methyl-1-((2-(trimethylsilyl)ethoxy)methyl)-1H-pyrrolo[3,2-b]pyridine-5-carboxylic acid